FC1=C(C=CC(=C1)F)C1=NC(=CN2C1=NC(=C(C2=O)F)C)[C@H]2C[C@@H](OCC2)C2=CC(=NC=C2)OC 9-(2,4-difluorophenyl)-3-fluoro-7-((2R,4R)-2-(2-methoxypyridin-4-yl)tetrahydro-2H-pyran-4-yl)-2-methyl-4H-pyrazino[1,2-a]pyrimidin-4-one